3-(4-hydroxypiperidin-1-yl)propanamide OC1CCN(CC1)CCC(=O)N